(S)-1'-(5-((3,5-dichloropyridin-4-yl)thio)pyrazin-2-yl)-5,7-dihydrospiro[cyclopenta[b]pyridine-6,4'-piperidin]-5-amine ClC=1C=NC=C(C1SC=1N=CC(=NC1)N1CCC2(CC1)[C@@H](C=1C(=NC=CC1)C2)N)Cl